(6R,6aS,11aR)-14-(cyclopropylmethyl)-2-methoxy-8-methyl-10-(tetrahydro-2H-pyran-4-yl)-5,6,10,11-tetrahydro-6,11a-(epiminoethano)naphtho[2,1-f]indazol-6a(7H)-ol C1(CC1)CN1CC[C@@]23[C@@](CC=4C(=NN(C4C2)C2CCOCC2)C)([C@H]1CC=1C=CC(=CC13)OC)O